ClC=1C(=C(C(=CC1N1CC2(CCC2C(C)(C)N(C)C)CC1)F)S(=O)(=O)NC1=NC(=CC=C1)F)F 3-chloro-4-(1-(2-(dimethylamino)propan-2-yl)-6-azaspiro[3.4]octan-6-yl)-2,6-difluoro-N-(6-fluoropyridin-2-yl)benzenesulfonamide